3-(4-([1,1'-biphenyl]-4-yl)-3,6-dihydropyridin-1(2H)-yl)-2-methyl-2-(methanesulfonyl)-N-((tetrahydro-2H-pyran-2-yl)oxy)propionamide C1(=CC=C(C=C1)C=1CCN(CC1)CC(C(=O)NOC1OCCCC1)(S(=O)(=O)C)C)C1=CC=CC=C1